[2H][C@]1([C@]2(CCC3C(C2CC1([2H])[2H])CCC4=C3C=CC(=C4)O)C)O estradiol-D3